1-(1-tert-Butoxycarbonyl-azetidin-3-yl)pyrazole-4-carboxylic acid C(C)(C)(C)OC(=O)N1CC(C1)N1N=CC(=C1)C(=O)O